CN1N=NC=C1C(=O)NC1=NNC=C1 3-{[(1-methyl-1H-1,2,3-triazol-5-yl)carbonyl]amino}-1H-pyrazol